5-chloro-2-fluoro-4-(5-methyl-1,3,4-thiadiazol-2-yl)aniline ClC=1C(=CC(=C(N)C1)F)C=1SC(=NN1)C